[NH+]=1NN=NC1.ClNC1=CC=C(C2=CC=C(NCl)C=C2)C=C1 dichlorobenzidine tetrazolium salt